C(CCC)[C@@]1(CS(C2=C(N(C1)C1=CC=C(C=C1)F)C=C(C(=C2)OCC2(CC2)C(=O)O)SC)(=O)=O)CC (S)-1-(((3-butyl-3-ethyl-5-(4-fluorophenyl)-7-(methylthio)-1,1-dioxido-2,3,4,5-tetrahydro-1,5-benzothiazepin-8-yl)oxy)methyl)cyclopropane-1-carboxylic acid